[Cl-].C(CCC)[N+]1(CCCCC1)CCCC 1,1-Dibutylpiperidinium chloride